3-cyclopropylprop-2-yn-1-ol C1(CC1)C#CCO